Gallium trichloride [Cl-].[Cl-].[Cl-].[Ga+3]